3-(5-(((1R,2S)-2-(3-hydroxyazetidin-1-yl)cyclohexyl)methyl)-1-oxoisoindolin-2-yl)piperidine-2,6-dione OC1CN(C1)[C@@H]1[C@H](CCCC1)CC=1C=C2CN(C(C2=CC1)=O)C1C(NC(CC1)=O)=O